(S)-4-chloro-3-fluoro-N-(3-(1-((1-methyl-1H-pyrazolo[3,4-b]pyrazin-6-yl)amino)ethyl)phenyl)benzamide ClC1=C(C=C(C(=O)NC2=CC(=CC=C2)[C@H](C)NC2=CN=C3C(=N2)N(N=C3)C)C=C1)F